1-(cyclopentylmethyl)-3-(isoquinolin-4-yl)-5-methylthiophene C1(CCCC1)CS1C=C(C=C1C)C1=CN=CC2=CC=CC=C12